C(C)N1C=[N+](C=C1)C.C(CCC)[N+](CCCC)(CCCC)CCCC tetrabutylammonium, 1-ethyl-3-methylimidazolium salt